FC(C(OC1=C(C(=C(C(=C1F)F)F)F)F)(F)F)(CCC(F)(F)F)F Heptafluoropentyloxypentafluorobenzene